(2R,3S)-5-[6-(difluoromethyl)-5-methyl-3-pyridyl]-2,3-dimethyl-2,3-dihydro-1,4-benzoxazepine FC(C1=C(C=C(C=N1)C1=N[C@H]([C@H](OC2=C1C=CC=C2)C)C)C)F